Cl.C(C1=CC=CC=C1)N1CC2(CNC2)[C@@H](C1)C(=O)O (S)-6-benzyl-2,6-diazaspiro[3.4]octane-8-carboxylic acid hydrochloride